[Cu].[Si].[Fe].[Al] Aluminum-iron-silicon-copper